1-(2-Chlorophenyl)-2,2-difluoroethan-1-amine ClC1=C(C=CC=C1)C(C(F)F)N